5-(9-bromo-2-dibenzofuranyl)-5,7-dihydro-7,7-dimethylindeno[2,1-b]carbazole BrC1=CC=CC2=C1C1=C(O2)C=CC(=C1)N1C2=CC=CC=C2C=2C=C3C(=CC12)C(C1=CC=CC=C13)(C)C